(2-(4-fluorophenyl)-3-(2-methylpyridin-4-yl)-6,7-dihydropyrazolo[1,5-a]pyrazin-5(4H)-yl)(tetrahydro-2H-pyran-4-yl)methanone FC1=CC=C(C=C1)C1=NN2C(CN(CC2)C(=O)C2CCOCC2)=C1C1=CC(=NC=C1)C